CN1C[C@@H](N(CC1)C(=O)OC(C)(C)C)C(=O)OC 1-(tert-butyl) 2-methyl (R)-4-methylpiperazine-1,2-dicarboxylate